Pyridinaldoxime N1=C(C=CC=C1)C=NO